2-[1-[2-[4-[4-[(2,6-Dioxo-3-piperidyl)amino]phenyl]-1-piperidyl]-2-oxo-ethyl]-4-methyl-4-piperidyl]-7-isopropoxy-N-[6-(trifluoromethyl)-2-pyridinyl]imidazo[1,2-a]pyridine-6-carboxamide O=C1NC(CCC1NC1=CC=C(C=C1)C1CCN(CC1)C(CN1CCC(CC1)(C)C=1N=C2N(C=C(C(=C2)OC(C)C)C(=O)NC2=NC(=CC=C2)C(F)(F)F)C1)=O)=O